4-methoxy-4-(phenylethynyl)piperidine-1-carboxylic acid tert-butyl ester C(C)(C)(C)OC(=O)N1CCC(CC1)(C#CC1=CC=CC=C1)OC